3-[(3-chloro-2-methoxyphenyl)amino]-2-[6-(oxetan-4-yloxy)-1,5-naphthyridin-4-yl]-1H,5H,6H,7H-pyrrolo[3,2-c]pyridin-4-one ClC=1C(=C(C=CC1)NC1=C(NC2=C1C(NCC2)=O)C2=CC=NC1=CC=C(N=C21)OC2CCO2)OC